C(C)(C)(C)N1N=CC(=C1)C1CN(C1)C(=O)N1CC2(C1)CC(C2)N2N=C(N=C2)C2CC2 [3-(1-tert-butylpyrazol-4-yl)azetidin-1-yl]-[6-(3-cyclopropyl-1,2,4-triazol-1-yl)-2-azaspiro[3.3]heptan-2-yl]methanone